9-(6-(cyclopentyl(ethyl)amino)pyridin-3-yl)-6,7-dimethoxynaphtho[2,3]furan C1(CCCC1)N(C1=CC=C(C=N1)C1=C2C=C(C(=CC2=CC=2C=COC21)OC)OC)CC